ClC1=C(C(=CC=C1Cl)OC)C1=C[C@H](N(C1)C(=O)OC(C)(C)C)C(=O)OC 1-tert-butyl 2-methyl (2S)-4-(2,3-dichloro-6-methoxyphenyl)-2,5-dihydropyrrole-1,2-dicarboxylate